2-(methyl-d3)-7-(benzenesulfonyl)-1,2,4,7-tetrahydro-3H-pyrrolo[3',2':5,6]Pyrido[3,4-b]Pyrazin-3-one C(C1NC2=C(NC1=O)C=NC1=C2C=CN1S(=O)(=O)C1=CC=CC=C1)([2H])([2H])[2H]